tert-butyl 3H-spiro[furo[3,2-c]pyridine-2,3'-pyrrolidine]-1'-carboxylate N1(CC2(CC1)CC=1C=NC=CC1O2)C(=O)OC(C)(C)C